BrC1=CC(=C(C=C1)C(F)(F)F)OC 4-bromo-2-methoxy-1-(trifluoromethyl)benzene